CC1=NC(=NN1C1=CC=C(C=C1)C(C)(C)C1=CC=C(C=C1)C1=CC(=NC=C1)C)C(=O)N 5-methyl-1-(4-(2-(4-(2-methylpyridin-4-yl)phenyl)propan-2-yl)phenyl)-1H-1,2,4-triazole-3-carboxamide